2-(1-Bromo-3-(2-((S)-2-methylcyclobutan-1-yl)-6-(trifluoromethyl)pyrimidin-4-yl)-3-azabicyclo[3.1.0]hexan-6-yl)acetic acid BrC12CN(CC2C1CC(=O)O)C1=NC(=NC(=C1)C(F)(F)F)[C@@H]1C(CC1)C